Isopropyl (S,E)-2-(6-(1-((tert-butylsulfinyl)imino)ethyl)-1-((2-(trimethylsilyl)ethoxy)methyl)-1H-pyrrolo[2,3-b]pyridin-2-yl)-7-methoxy-1-methyl-1H-benzo[d]imidazole-5-carboxylate C(C)(C)(C)[S@](=O)\N=C(/C)\C1=CC=C2C(=N1)N(C(=C2)C2=NC1=C(N2C)C(=CC(=C1)C(=O)OC(C)C)OC)COCC[Si](C)(C)C